N-(1-(((cis)-2-fluorocyclopropyl)methyl)-1H-pyrazolo[3,4-d]pyrimidin-6-yl)-6-methoxy-2-methyl-1,2,3,4-tetrahydroisoquinolin-7-amine F[C@@H]1[C@@H](C1)CN1N=CC=2C1=NC(=NC2)NC2=C(C=C1CCN(CC1=C2)C)OC